2-Chloro-6-iodo-3-(trifluoromethoxy)pyridine ClC1=NC(=CC=C1OC(F)(F)F)I